C(CC)N1C2=CC(=CC=C2C=2C=CC(=CC12)[Sn](C)(C)C)[Sn](C)(C)C 9-propyl-2,7-bis-trimethylstannanyl-9H-carbazole